C1(=C(C=CC=C1)N1N=NC(=C1)C1=CC=C(C=C1)C)C 1-(o-tolyl)-4-(p-tolyl)-1H-1,2,3-triazole